4-methyl-N-(5-methyl-2-(p-tolylethynyl)phenyl)benzenesulfonamide CC1=CC=C(C=C1)S(=O)(=O)NC1=C(C=CC(=C1)C)C#CC1=CC=C(C=C1)C